CC1([C@@H]2CCC([C@@H]([C@]2(CCC1)C)CCC(C=O)C)=C)C 4-[(1S,4aS,8aS)-5,5,8a-trimethyl-2-methylene-decalin-1-yl]-2-methyl-butanal